3,4,5,6-tetrahydrophthalimido-1,4-benzoxazine C1(C2=C(C(N1C1OC3=C(N=C1)C=CC=C3)=O)CCCC2)=O